C1(CC1)NN1C=C(C(C2=CC(=CN=C12)C1=C(C2=C(NC3=C(C=C(C(=C23)F)F)NC)N=C1)N(C)C)=O)C(=O)O 1-(cyclopropylamino)-6-(4-(dimethylamino)-5,6-difluoro-8-(methylamino)-9H-pyrido[2,3-b]indol-3-yl)-4-oxo-1,4-dihydro-1,8-naphthyridine-3-carboxylic acid